tert-butyl (1-(2,6-dimethoxyphenyl)-2-(6-ethoxypyridin-2-yl)-1H-imidazo[4,5-b]pyrazin-6-yl)carbamate COC1=C(C(=CC=C1)OC)N1C(=NC=2C1=NC(=CN2)NC(OC(C)(C)C)=O)C2=NC(=CC=C2)OCC